1-{[3-(2-Chlorophenyl)-2-(2,4-difluoro-phenyl)oxiran-2-yl]methyl}-1H-1,2,4-triazol-5-yl-thiocyanat ClC1=C(C=CC=C1)C1C(O1)(C1=C(C=C(C=C1)F)F)CN1N=CN=C1SC#N